FC=1C(=NC=C(C1)F)CN1N=C2N([C@H](C[C@H](C2)C(F)(F)F)C(=O)N2CC(CC2)(F)F)C1=O |r| (5RS,7RS)-2-[(3,5-Difluoropyridin-2-yl)methyl]-5-[(3,3-difluoropyrrolidin-1-yl)carbonyl]-7-(trifluoromethyl)-5,6,7,8-tetrahydro[1,2,4]triazolo[4,3-a]pyridin-3(2H)-one